ClC=1C=C(C=CC1)C1=CC(=CC=C1)[C@H](CC(=O)[O-])NC(=O)NC=1C(N(C=C(C1[O-])C)C)=O.[Na+].[Na+] sodium (S)-3-(3'-chlorobiphenyl-3-yl)-3-(3-(1,5-dimethyl-4-oxido-2-oxo-1,2-dihydropyridin-3-yl)ureido)propanoate